6-chloro-7-cyano-N-[5-(difluoromethoxy)-4,6-dimethoxy-pyrimidin-2-yl]-1H-indole-3-sulfonic acid amide ClC1=CC=C2C(=CNC2=C1C#N)S(=O)(=O)NC1=NC(=C(C(=N1)OC)OC(F)F)OC